tert-butyl (2S,4R)-2-(((tert-butyldimethylsilyl)oxy)methyl)-4-(tosyloxy)pyrrolidine-1-carboxylate [Si](C)(C)(C(C)(C)C)OC[C@H]1N(C[C@@H](C1)OS(=O)(=O)C1=CC=C(C)C=C1)C(=O)OC(C)(C)C